propylhydroxysulfone C(CC)S(=O)(=O)O